(+/-)-N-(4-{[3-(3-cyanophenyl)-1-{[2-(trimethylsilyl)ethoxy]methyl}-1H-pyrrolo[2,3-b]pyridin-4-yl]oxy}-3,5-difluorophenyl)-N'-[1-(oxetan-3-yl)ethyl]urea C(#N)C=1C=C(C=CC1)C1=CN(C2=NC=CC(=C21)OC2=C(C=C(C=C2F)NC(=O)N[C@H](C)C2COC2)F)COCC[Si](C)(C)C |r|